NC1=C(C=C(C=C1)C=1CN(CC1)C(=O)OC(C)(C)C)CC tert-butyl 3-(4-amino-3-ethylphenyl)-2,5-dihydro-1H-pyrrole-1-carboxylate